(R)-2-[5-(3-chloro-4-hydroxyphenyl)-pyridin-3-yl-amino]-2-phenylacetamide ClC=1C=C(C=CC1O)C=1C=C(C=NC1)N[C@@H](C(=O)N)C1=CC=CC=C1